(S)-2-(3-((2-methoxy-4-(methylsulfonyl)phenyl)amino)prop-1-yn-1-yl)-N-(1-(tetrahydrofuran-3-yl)piperidin-4-yl)-1-(2,2,2-trifluoroethyl)-1H-indol-4-amine COC1=C(C=CC(=C1)S(=O)(=O)C)NCC#CC=1N(C=2C=CC=C(C2C1)NC1CCN(CC1)[C@@H]1COCC1)CC(F)(F)F